OC1=C(C=CC(=C1)C(F)(F)F)C1=C(N=C(N=N1)N1C[C@H](CC[C@H]1C)O)C (3S,6R)-1-(6-(2-hydroxy-4-(trifluoromethyl)phenyl)-5-methyl-1,2,4-triazin-3-yl)-6-methylpiperidin-3-ol